C(C1=CC=CC=C1)(=O)N1N=C(C=C1OCC1=CC=C(C=C1)F)C1C(C(NCC1)=O)C 4-{1-Benzoyl-5-[(4-Fluorophenyl)methoxy]-1H-pyrazol-3-yl}-3-methylpiperidin-2-on